N-ethyl-methyl-acrylamide hydrochloride Cl.C(C)NC(C(=C)C)=O